N(=[N+]=[N-])CCOCCOCCOCCN(CCCNC1=NC(=NC2=CC=CC=C12)CN1CCN(CC1)C(C1=CC=C(C=C1)Cl)C1=CC=C(C=C1)Cl)C 4-(16-azido-5-methyl-8,11,14-trioxa-1,5-diazahexadecan-1-yl)-2-(4-[bis(4-chlorophenyl)methyl]piperazin-1-ylmethyl)quinazoline